2-(chloromethyl)-4-(4-methylbenzyl)-1,4-oxazepane ClCC1OCCCN(C1)CC1=CC=C(C=C1)C